((2R,3S,4R,5R)-5-cyano-5-(4-(((hexyloxy)carbonyl)amino)pyrrolo[2,1-f][1,2,4]triazin-7-yl)-3,4-dihydroxytetrahydrofuran-2-yl)methyl (S)-2-amino-3,3-dimethylbutanoate N[C@H](C(=O)OC[C@H]1O[C@]([C@@H]([C@@H]1O)O)(C1=CC=C2C(=NC=NN21)NC(=O)OCCCCCC)C#N)C(C)(C)C